NC=1C(=C(C=C2C=C(N=CC12)NC(=O)C1C(C1C=1C=NN(C1)C)C)C=1C=NC(=CC1C)C=1OC=CN1)F trans-N-(8-amino-7-fluoro-6-(4-methyl-6-(oxazol-2-yl)pyridin-3-yl)isoquinolin-3-yl)-2-methyl-3-(1-methyl-1H-pyrazol-4-yl)cyclopropane-1-carboxamide